ClCCCOC1OCCCC1 2-(3-chloropropoxy)tetrahydropyran